12-methoxy-7,14-dioxa-10,19,20-triazatetracyclo[13.5.2.12,6.018,21]tricosa-1(20),2(23),3,5,15,17,21-heptaen-9-one COC1CNC(COC2=CC=CC(C3=NNC4=CC=C(OC1)C=C34)=C2)=O